methyl (2S)-3,3-dicyclopropyl-2-[[2-(2-methylsulfonylethyl)pyrazole-3-carbonyl]amino]propanoate C1(CC1)C([C@@H](C(=O)OC)NC(=O)C=1N(N=CC1)CCS(=O)(=O)C)C1CC1